bis[4-trimethoxysilylbutyl]urea CO[Si](CCCCNC(NCCCC[Si](OC)(OC)OC)=O)(OC)OC